5-chloro-2-methyl-N-((1r,4r)-4-((3-(3-(1-methyl-1H-imidazol-5-yl)phenyl)-2-oxo-2,3-dihydro-1H-benzo[d]imidazol-1-yl)methyl)cyclohexyl)nicotinamide ClC=1C=NC(=C(C(=O)NC2CCC(CC2)CN2C(N(C3=C2C=CC=C3)C3=CC(=CC=C3)C3=CN=CN3C)=O)C1)C